2-[(3R)-pyrrolidin-3-yl]propionic acid hydrochloride Cl.N1C[C@H](CC1)C(C(=O)O)C